O[C@H]1[C@H](NCCC1)C(=O)O (2S,3R)-3-hydroxypiperidine-2-carboxylic acid